N,4-dimethyl-N-(3-(octylsilyl)propyl)benzenesulfonamide CN(S(=O)(=O)C1=CC=C(C=C1)C)CCC[SiH2]CCCCCCCC